O1CCN(CC1)CC=1C=CC2=C(NC(=N2)C2=NNC3=CC=C(C=C23)C(=O)O)C1 3-(6-(morpholinomethyl)-1H-benzo[d]imidazol-2-yl)-1H-indazole-5-carboxylic acid